The molecule is a sulfoglycolipid in which alpha,alpha-trehalose, sulfated at the 2'-position, is acylated at the 2-position with palmitic acid, and at the 3-position with (2S,4S)-2,4-dimethyldocosanoic acid. It is a sulfoglycolipid and a polyacyl alpha,alpha-trehalose derivative. It derives from an alpha,alpha-trehalose. CCCCCCCCCCCCCCCCCC[C@H](C)C[C@H](C)C(=O)O[C@H]1[C@@H]([C@H](O[C@@H]([C@@H]1OC(=O)CCCCCCCCCCCCCCC)O[C@@H]2[C@@H]([C@H]([C@@H]([C@H](O2)CO)O)O)OS(=O)(=O)O)CO)O